Pentylglycerol C(CCCC)C(O)C(O)CO